(R)-3-(4,5-dimethylthiazol-2-yl)-8-methyl-5,6-dihydro-[1,2,4]triazolo[4,3-a]pyrazine-7(8H)-carboxylic acid benzyl ester C(C1=CC=CC=C1)OC(=O)N1[C@@H](C=2N(CC1)C(=NN2)C=2SC(=C(N2)C)C)C